tert-butyl ((2S,3R)-1-(4-(7H-pyrrolo[2,3-d]pyrimidin-4-yl)-3,4-dihydro-2H-1,4-thiazine-6-carbonyl)-2-methylpiperidin-3-yl)carbamate N1=CN=C(C2=C1NC=C2)N2CCSC(=C2)C(=O)N2[C@H]([C@@H](CCC2)NC(OC(C)(C)C)=O)C